C1(CCCCC1)C=1C=CC(=NC1)CN(C(OC(C)(C)C)=O)C1=CC(=CC=C1)F tert-butyl ((5-cyclohexylpyridin-2-yl)methyl)(3-fluorophenyl)carbamate